S-(4-((trimethylsilyl)ethynyl)phenyl)ethanethiol C[Si](C)(C)C#CC1=CC=C(C=C1)SCC